ClC1=NC=C(C(=N1)OC)C(=O)NC1=C(C=CC=C1Br)Br 2-chloro-N-(2,6-dibromophenyl)-4-methoxypyrimidine-5-carboxamide